[Si](C)(C)(C(C)(C)C)OCC(=O)NC=1C=2C3=C(N(C2C(=C(C1)Cl)Cl)C(F)F)CCNC([C@@H]3C)=O |r| racemic-2-((tert-butyldimethylsilyl)oxy)-N-(7,8-dichloro-6-(difluoromethyl)-1-methyl-2-oxo-1,2,3,4,5,6-hexahydroazepino[4,5-b]indol-10-yl)acetamide